Benzo[b]thiophene-5-carboxylic acid S1C2=C(C=C1)C=C(C=C2)C(=O)O